ClC=1C=2N(C=CC1I)C=NN2 8-chloro-7-iodo-[1,2,4]triazolo[4,3-a]pyridine